methyl 4-cyclopropyl-6-(1H-imidazol-1-yl)picolinate C1(CC1)C1=CC(=NC(=C1)N1C=NC=C1)C(=O)OC